(E)-3-(4-((7-hydroxy-3-(thiophene-2-carbonyl)quinolin-4-yl)oxy)phenyl)acrylic acid OC1=CC=C2C(=C(C=NC2=C1)C(=O)C=1SC=CC1)OC1=CC=C(C=C1)/C=C/C(=O)O